3-(4-methoxyphenyl)-2-methylpropanal COC1=CC=C(C=C1)CC(C=O)C